2-Ethoxy-4-{6-[2-(6-fluoro-4-methoxy-2-methyl-indol-1-yl)-ethylamino]-pyrimidin-4-yl}-benzoic acid C(C)OC1=C(C(=O)O)C=CC(=C1)C1=NC=NC(=C1)NCCN1C(=CC2=C(C=C(C=C12)F)OC)C